CS(=O)(=O)N[C@@H]1[C@@H](N(CC1)C(=O)OC(C)(C)C)CC=1C(=C(C=CC1)C1=CC(=CC(=C1)F)F)F tert-butyl (2S,3S)-3-((methylsulfonyl)amino)-2-((2,3',5'-trifluorobiphenyl-3-yl)methyl)pyrrolidine-1-carboxylate